FC1=C(C=C(C#N)C=C1)C=1CCN(CC1)C(CCC=1NC(C2=CC(=CC(=C2C1)C)F)=O)=O 4-fluoro-3-(1-(3-(7-fluoro-5-methyl-1-oxo-1,2-dihydroisoquinolin-3-yl)propionyl)-1,2,3,6-tetrahydropyridin-4-yl)benzonitrile